(2R or S)-2-cyclopropyl-1-{3-[(1R)-1-{[6-(ethanesulfonyl)-2-methylpyrido[3,4-d]pyrimidin-4-yl]amino}ethyl]-2-fluorophenyl}-1,1-difluoropropan-2-ol C1(CC1)[C@@](C(F)(F)C1=C(C(=CC=C1)[C@@H](C)NC=1C2=C(N=C(N1)C)C=NC(=C2)S(=O)(=O)CC)F)(C)O |o1:3|